3-(3,7-dimethyl-3H-[1,2,3]triazolo[4,5-b]pyridin-6-yl)propane CN1N=NC=2C1=NC=C(C2C)CCC